C(C1=CC=CC=C1)N1N=C(C(=C1)N1C(N=C(C2=C1N=C(C(=C2)Cl)C2=C(C=CC=C2O)F)N2[C@H](CN(CC2)C(C=C)=O)C)=O)C2CC2 1-(1-benzyl-3-cyclopropyl-1H-pyrazol-4-yl)-6-chloro-7-(2-fluoro-6-hydroxyphenyl)-4-((2S)-2-methyl-4-(2-propenoyl)-1-piperazinyl)pyrido[2,3-d]pyrimidin-2(1H)-one